(S)-3-((6-bromothieno[2,3-d]pyrimidin-4-yl)oxy)pyrrolidine-1-carboxylic acid tert-butyl ester C(C)(C)(C)OC(=O)N1C[C@H](CC1)OC=1C2=C(N=CN1)SC(=C2)Br